FC1=C(C=C(C=C1)OC=1C(=C2C=CNC2=C(C1F)F)F)C=1NC=C(N1)C1(CCOCC1)C=1C=C(C=CC1)CCC(=O)O 3-(3-(4-(2-(2-fluoro-5-((4,6,7-trifluoro-1H-indol-5-yl)oxy)phenyl)-1H-imidazol-4-yl)tetrahydro-2H-pyran-4-yl)phenyl)propanoic acid